ClC=1C=NC(=NC1)OC1=C(C(=CC=C1)C)OC 5-chloro-2-(2-methoxy-3-methylphenoxy)pyrimidine